[Na].[C@@H]1([C@H](O)[C@H](O)[C@@H](COP(=O)(O)O)O1)N1C=NC=2C(O)=NC=NC12.[C@@H]1([C@H](O)[C@H](O)[C@@H](COP(=O)(O)O)O1)N1C=NC=2C(O)=NC=NC12 diinosinic acid sodium